4-amino-5-hydroxy-1,3-naphthalenedisulfonic acid monosodium salt [Na+].NC1=C(C=C(C2=CC=CC(=C12)O)S(=O)(=O)[O-])S(=O)(=O)O